BrC1=C(N=C(S1)NC1=CC(=CC(=C1)F)F)C(=O)NC1CCC12CCCC2 5-bromo-2-(3,5-difluoroanilino)-N-spiro[3.4]octan-3-yl-thiazole-4-carboxamide